1-chlorodibenzo[b,d]Thiophene ClC1=CC=CC=2SC3=C(C21)C=CC=C3